C(C)SC=1C=C(C=NC1N1N=C2C(C=NC(=C2)C(F)(F)F)=C1)C1=CC=C(C=C1)C1(CC1)C#N 1-{4-[5-(ethylsulfanyl)-6-[6-(trifluoromethyl)pyrazolo[4,3-c]pyridin-2-yl]pyridin-3-yl]phenyl}cyclopropane-1-carbonitrile